C(C)SC1=CC(=C(CC(N)C)C=C1OC)OC 4-Ethylthio-2,5-dimethoxy-amphetamine